C(C1=CC=C(C(=O)OCC(CCCC)CC)C=C1)(=O)OCC(CCCC)CC bis(2-ethyl hexyl) terephthalate